(3Z)-1-iodo-11,11-diethoxy-3-undecene ICC\C=C/CCCCCCC(OCC)OCC